Nitrosoaniline C1=CC=C(C=C1)NN=O